ClC(C(CC(=O)OCC)=O)Cl ethyl 4,4-dichloroacetoacetate